ClC(C1=NC(=NO1)C1=CC=C(C=C1)NC=1C(C(C1NCC)=O)=O)(F)F 3-((4-(5-(chlorodifluoromethyl)-1,2,4-oxadiazol-3-yl)phenyl)amino)-4-(ethylamino)cyclobut-3-ene-1,2-dione